O=C1N(CCC(N1)=O)C1=CN=C2N1C=CC(=C2)C#CCO[C@H]2[C@@H](CN(CC2)C(=O)OC(C)(C)C)C tert-butyl (3R,4R)-4-[3-[3-(2,4-dioxohexahydropyrimidin-1-yl)imidazo[1,2-a]pyridin-7-yl]prop-2-ynoxy]-3-methyl-piperidine-1-carboxylate